(2-(3-(1-methylpiperidin-4-yl)propyl)-1,3-dioxolane-4,5-diyl)bis(methylene) diheptadecanoate C(CCCCCCCCCCCCCCCC)(=O)OCC1OC(OC1COC(CCCCCCCCCCCCCCCC)=O)CCCC1CCN(CC1)C